(E)-3-(3,4-dihydroxyphenyl)-N-(4-(2-methoxyethoxy)phenylethyl)acrylamide OC=1C=C(C=CC1O)/C=C/C(=O)NCCC1=CC=C(C=C1)OCCOC